bromo-methylthiobenzene BrC1=C(C=CC=C1)SC